{3-[6-oxo-4-(6-propylpyridin-3-yl)-1,6-dihydropyrimidin-2-yl]-4-(trifluoromethyl)benzyl}isobutyramide O=C1C=C(N=C(N1)C=1C=C(CC(C(=O)N)(C)C)C=CC1C(F)(F)F)C=1C=NC(=CC1)CCC